OCC=1C(=NC=CC1)NC=1N=C(N=NC1C(=O)NC([2H])([2H])[2H])NC1=C(C=C2CCN(CC2=C1)C)OC ((3-(hydroxymethyl)pyridin-2-yl)amino)-3-((6-methoxy-2-methyl-1,2,3,4-tetrahydroisoquinolin-7-yl)amino)-N-(methyl-d3)-1,2,4-triazine-6-carboxamide